ClC=1C=NC(=C2C(C=C(N(C12)C1=C(C=C(C=C1Cl)OCCO)Cl)C)=O)OCC(C(=O)NC)(C)C 3-((8-Chloro-1-(2,6-dichloro-4-(2-hydroxyethoxy)phenyl)-2-methyl-4-oxo-1,4-dihydro-1,6-naphthyridin-5-yl)oxy)-N,2,2-trimethylpropanamide